ClC=1C=C2C=NN(C2=CC1N1CCN(CC1)C1(COC1)C)C=1C=NN(C1)C1CC12CC2 5-chloro-6-[4-(3-methyloxetan-3-yl)piperazin-1-yl]-1-[1-(spiro[2.2]pentan-1-yl)-1H-pyrazol-4-yl]-1H-indazole